3'-bromo-4'-chloro-5',6'-diphenyl-1,1':2',1''-terphenyl BrC1=C(C(=C(C(=C1Cl)C1=CC=CC=C1)C1=CC=CC=C1)C1=CC=CC=C1)C1=CC=CC=C1